(7-amino-4-chloro-1-(2,2-difluoroethyl)-1H-indazol-3-yl)-N-(4-methoxybenzyl)cyclopropanesulfonamide NC=1C=CC(=C2C(=NN(C12)CC(F)F)C1(CC1)S(=O)(=O)NCC1=CC=C(C=C1)OC)Cl